FC(C(=O)O)(F)F.ClC1=C(C=C(C=C1)C1=NN=C(O1)[C@@H]1CC[C@H](CC1)N)F trans-4-(5-(4-chloro-3-fluorophenyl)-1,3,4-oxadiazol-2-yl)cyclohexan-1-amine 2,2,2-trifluoroacetate